FC(OC1=C(C=C(C=C1)S(=O)(=O)C[C@H](C)O)C1=NN(C=C1NC(=O)C=1C=NN2C1N=CC=C2)C)F N-[3-[2-(difluoromethoxy)-5-[(2S)-2-hydroxypropyl]Sulfonyl-phenyl]-1-methyl-pyrazol-4-yl]Pyrazolo[1,5-a]Pyrimidine-3-carboxamide